3-[tert-butyl(dimethyl)silyl]oxypropionaldehyde [Si](C)(C)(C(C)(C)C)OCCC=O